(1R,5S,6s)-tert-butyl 6-amino-3-azabicyclo[3.1.0]Hexane-3-formate NC1[C@@H]2CN(C[C@H]12)C(=O)OC(C)(C)C